(2-(1-piperidinyl)ethyl)pentane-1,4-diamine N1(CCCCC1)CCC(CCC(C)N)N